tert-butyl (8-bromopyrido[3,4-d]pyridazin-5-yl)((5-fluoro-2,3-dihydrobenzofuran-4-yl)methyl)carbamate BrC1=CN=C(C2=CN=NC=C21)N(C(OC(C)(C)C)=O)CC2=C(C=CC1=C2CCO1)F